C(C)(C)(C)S(=O)NC(C(C(=O)OC)(C)C)C=1C=NC(=CC1)OC Methyl 3-((tert-butylsulfinyl) amino)-3-(6-methoxypyridin-3-yl)-2,2-dimethylpropionate